(3-((benzyloxy)methyl)-4-ethyl-5-oxo-4,5-dihydro-1H-1,2,4-triazol-1-yl)-2-(2-chloro-6-fluoro-4-nitrophenyl)-4-(prop-1-en-2-yl)isoquinolin-1(2H)-one C(C1=CC=CC=C1)OCC1=NN(C(N1CC)=O)C=1N(C(C2=CC=CC=C2C1C(=C)C)=O)C1=C(C=C(C=C1F)[N+](=O)[O-])Cl